4-(2-Amino-2-methylpropanoyl)-N-(1-(3-(2-(2-amino-7-azaspiro[3.5]nonan-7-yl)ethyl)phenyl)-2-oxo-1,2-dihydropyrimidin-4-yl)piperazine-1-carboxamide Hydrochloride Salt Cl.NC(C(=O)N1CCN(CC1)C(=O)NC1=NC(N(C=C1)C1=CC(=CC=C1)CCN1CCC2(CC(C2)N)CC1)=O)(C)C